6-cyclopropyl-3-(2-{[(3S)-piperidin-3-yl]amino}-5-(trifluoromethyl)pyrimidin-4-yl)-1H,6H,7H-pyrrolo[2,3-c]pyridin-7-one C1(CC1)N1C(C2=C(C=C1)C(=CN2)C2=NC(=NC=C2C(F)(F)F)N[C@@H]2CNCCC2)=O